2-(4-ethyl-1H-pyrazol-1-yl)ethan-1-one butyl-N,N-dipentylaminoacetate C(CCC)OC(CN(CCCCC)CCCCC)=O.C(C)C=1C=NN(C1)CC=O